C[C@@H]1CN(CCC1)CC1=CC(=C2CN(C(C2=C1)=O)C1=CC(=CC=C1)C1(CC2(CC2)C1)C1=NN=CN1C)C(F)(F)F 6-[[(3S)-3-methyl-1-piperidinyl]methyl]-2-[3-[5-(4-methyl-1,2,4-triazol-3-yl)spiro[2.3]hex-5-yl]phenyl]-4-(trifluoromethyl)isoindolin-1-one